N1-(2-(dimethylamino)ethyl)-N4-(4-(4-fluoro-2-(fluoromethyl)-1-isopropyl-1H-benzo[d]imidazole-6-yl)pyrimidin-2-yl)-5-methoxy-N1-methylbenzene-1,2,4-triamine CN(CCN(C=1C(=CC(=C(C1)OC)NC1=NC=CC(=N1)C=1C=C(C2=C(N(C(=N2)CF)C(C)C)C1)F)N)C)C